O=C1NC(CCC1N1C(N(C2=C1C=CC(=C2C)C2CCN(CC2)C(=O)OC(C)(C)C)C)=O)=O Tert-butyl 4-[1-(2,6-dioxo-3-piperidyl)-3,4-dimethyl-2-oxo-benzimidazol-5-yl]piperidine-1-carboxylate